ClC=1C=C(C=CC1C(F)(F)F)C1(CC1)C1=NOC(=N1)CC(C(=O)O)=C ((3-(1-(3-chloro-4-(trifluoromethyl)phenyl)cyclopropyl)-1,2,4-oxadiazol-5-yl)methyl)acrylic acid